1-ethyl-methylimidazole bromide salt [Br-].C(C)N1C(=NC=C1)C